C(C)OC(=O)C1=NN(C2=CC=CC(=C2C1=O)Br)C=1C=C2C(=NC1)OC(O2)(F)F 5-bromo-1-(2,2-difluoro-[1,3]dioxolo[4,5-b]pyridin-6-yl)-4-oxo-cinnoline-3-carboxylic acid ethyl ester